ClC1=C(C=CC=C1)SCC(=O)N(CC=1OC(=NN1)O)CC1=CC=C(C=C1)C#N 2-(2-Chlorophenyl)sulfanyl-N-[(4-cyanophenyl)methyl]-N-[(5-hydroxy-1,3,4-oxadiazol-2-yl)methyl]acetamide